methyl (1r,4r)-4-((E)-3-(tert-butoxy)-3-oxoprop-1-en-1-yl)cyclohexane-1-carboxylate C(C)(C)(C)OC(/C=C/C1CCC(CC1)C(=O)OC)=O